7-bromo-3-methyl-pyrrolo[1,2-c]pyrimidine-5-carboxylic acid ethyl ester C(C)OC(=O)C=1C=C(N2C=NC(=CC21)C)Br